N-oleoyl-methyl-taurine sodium [Na].C(CCCCCCC\C=C/CCCCCCCC)(=O)N(CCS(=O)(=O)O)C